4-((1-(4-(2-(2-Aminopyridin-3-yl)-5-(2H-1,2,3-triazol-4-yl)-3H-imidazo[4,5-b]pyridin-3-yl)benzyl)piperidin-4-yl)amino)pyrimidine-2-carbonitrile NC1=NC=CC=C1C1=NC=2C(=NC(=CC2)C2=NNN=C2)N1C1=CC=C(CN2CCC(CC2)NC2=NC(=NC=C2)C#N)C=C1